2,6-difluoronitronitrobenzene FC1=C(C(=CC=C1[N+](=O)[O-])F)[N+](=O)[O-]